C(C)N1N=NC(=C1)CO[C@@H](C(C(=O)O)(C)C)C1=C(C=C(C=C1)C)CN1S(C2=C(C[C@@H](C1)C)C=CC=C2)(=O)=O (3R)-((1-ethyl-1H-1,2,3-triazol-4-yl)methoxy)-2,2-dimethyl-3-(4-methyl-(((S)-4-methyl-1,1-dioxido-4,5-dihydrobenzo[f][1,2]thiazepin-2(3H)-yl)methyl)phenyl)propanoic acid